CC1CN(CC(N1C1=CC2=C(N=C(N=C2)SC)N(C1=O)C)C)C(=O)OC(C)(C)C tert-butyl 3,5-dimethyl-4-(8-methyl-2-methylsulfanyl-7-oxo-pyrido[2,3-d]pyrimidin-6-yl)piperazine-1-carboxylate